methyl 3-(9-((4-(((tert-butoxycarbonyl)amino)methyl)phenyl)carbamoyl)-6-methyl-5,6-dihydro-4H-benzo[b]thieno[2,3-d]azepin-8-yl)-6-(propylcarbamoyl)picolinate C(C)(C)(C)OC(=O)NCC1=CC=C(C=C1)NC(=O)C1=CC2=C(N(CCC3=C2SC=C3)C)C=C1C=1C(=NC(=CC1)C(NCCC)=O)C(=O)OC